C[Si](OCCO[Si](C)(C)C)(C)C 1,2-bis(trimethyl-siloxy)ethane